CC=1C=C(SC1)C1(CC1)C=1NC(C2=C(N1)CCN(C2)C(=O)OC(C)(C)C)=O tert-butyl 2-(1-(4-methylthiophen-2-yl)cyclopropyl)-4-oxo-3,5,7,8-tetrahydropyrido[4,3-d]pyrimidine-6(4H)-carboxylate